hydroxypalmitic acid OC(C(=O)O)CCCCCCCCCCCCCC